OC(=O)C(F)(F)F.CCCCCCC(C)=O octan-7-one TFA salt